The molecule is a tetrapeptide composed of two L-alanine units joined to two L-proline units by peptide linkages. It has a role as a metabolite. It derives from a L-alanine and a L-proline. C[C@@H](C(=O)N[C@@H](C)C(=O)N1CCC[C@H]1C(=O)N2CCC[C@H]2C(=O)O)N